N-(1-methyl-4-piperidyl)formamide CN1CCC(CC1)NC=O